C1(CC1)CN1N=CC(=C1)C#CC=1C(=CC(=NC1)C=1C(=NC(=NC1)C=1C=NN(C1)S(=O)(=O)C1CC1)N)N1CCC2(CC1)CCN(CC2)C (5-((1-(cyclopropylmethyl)-1H-pyrazol-4-yl)ethynyl)-4-(9-methyl-3,9-diazaspiro[5.5]undec-3-yl)pyridin-2-yl)-2-(1-(cyclopropylsulfonyl)-1H-pyrazol-4-yl)pyrimidin-4-amine